ClC1=CC=C(C=C1)C1CCC(CC1)CC=O 4-(4-chlorophenyl)-cyclohexane-ethanone